(3-(8-((5-cyclopropyl-2-ethoxy-6-(4-fluorophenyl)pyridin-3-yl)methyl)-2-oxo-1-oxa-3,8-diazaspiro[4.5]decan-3-yl)bicyclo[1.1.1]pentan-1-yl)methyl methanesulfonate CS(=O)(=O)OCC12CC(C1)(C2)N2C(OC1(C2)CCN(CC1)CC=1C(=NC(=C(C1)C1CC1)C1=CC=C(C=C1)F)OCC)=O